(2S)-1-[2-[4-[(2-chloro-8-methyl-quinazolin-4-yl)amino]-1-piperidyl]acetyl]pyrrolidine-2-carbonitrile ClC1=NC2=C(C=CC=C2C(=N1)NC1CCN(CC1)CC(=O)N1[C@@H](CCC1)C#N)C